C(C)(C)(C)OC(=O)C1=CC2=C(N=C(N2CCOC)CC2=C(C=C(C(=C2)F)C2=NC(=CC=C2)OCC2=C(C=C(C=C2)Br)F)F)C=C1 2-[[4-[6-[(4-bromo-2-fluoro-phenyl)methoxy]-2-pyridyl]-2,5-difluoro-phenyl]methyl]-3-(2-methoxyethyl)benzimidazole-5-carboxylic acid tert-butyl ester